C(CCC)OC1=C(C=CC(=C1)OCCCC)[PH2]=O 2,4-di-n-butoxyphenylphosphine oxide